3-(7-{4-[(4-fluoropiperidin-4-yl)methyl]piperazin-1-yl}-1-methylindazol-3-yl)piperidine-2,6-dione FC1(CCNCC1)CN1CCN(CC1)C=1C=CC=C2C(=NN(C12)C)C1C(NC(CC1)=O)=O